ClC=1C=C(C=CC1)NC(=O)NC1=C(C(=CC=C1)F)CO 1-(3-chlorophenyl)-3-(3-fluoro-2-hydroxymethylphenyl)urea